NC(C[C@@H]1CN(CC=2N1N=C(C2C2=CC=NC=C2)C2=CC=C(C=C2)F)C(=O)OC(C)(C)C)=O |r| tert-butyl (7RS)-7-(2-amino-2-oxoethyl)-2-(4-fluorophenyl)-3-(pyridin-4-yl)-6,7-dihydropyrazolo[1,5-a]pyrazine-5(4H)-carboxylate